5-chloro-1-{1-[3-(1-methoxyethyl)bicyclo[1.1.1]pentan-1-yl]-1H-pyrazol-4-yl}-6-[4-(3-methyloxetan-3-yl)piperazin-1-yl]-1H-indazole ClC=1C=C2C=NN(C2=CC1N1CCN(CC1)C1(COC1)C)C=1C=NN(C1)C12CC(C1)(C2)C(C)OC